N-(2,4-dimethylbenzyl)methanesulfonohydrazide CC1=C(CN(N)S(=O)(=O)C)C=CC(=C1)C